(3-(2-(2-methoxyethoxy)ethyl)-1-vinylimidazole) bromide [Br-].COCCOCCN1CN(C=C1)C=C